ClC1=CC=C(C=C1)C=1N=CN(C1C1=CC=NC=C1)CC(=O)N1CCC2(CN(C2)C2COC2)CC1 2-[4-(4-chlorophenyl)-5-(pyridin-4-yl)-1H-imidazol-1-yl]-1-[2-(oxetan-3-yl)-2,7-diazaspiro[3.5]non-7-yl]ethan-1-one